ClC1=CC(=C(C=C1C1CC1)SCC(=O)N1CCN(CC1)C1CN(C1)C(C=C)=O)OC 1-(3-(4-(2-(4-chloro-5-cyclopropyl-2-methoxyphenylthio)acetyl)piperazin-1-yl)azetidin-1-yl)prop-2-en-1-one